NICKEL-IRON-MANGANESE [Mn].[Fe].[Ni]